CC=1C=NC(=NC1)C1(CCC(CC1)N)N 5-methylpyrimidin-2-ylCyclohexane-1,4-diamine